6-Chloro-3-[1-[3,6-dimethyl-4-oxo-2-(1-piperidyl)chromen-8-yl]ethylamino]pyridine-2-carboxylic acid ClC1=CC=C(C(=N1)C(=O)O)NC(C)C=1C=C(C=C2C(C(=C(OC12)N1CCCCC1)C)=O)C